N-(4-chloropyrimidin-2-yl)-5,6-dihydro-4H-pyrrolo[1,2-b]pyrazol-3-amine ClC1=NC(=NC=C1)NC1=C2N(N=C1)CCC2